5-[4-(4-butylcyclohexyl)phenyl]-4-chloro-pyridin-2-amine C(CCC)C1CCC(CC1)C1=CC=C(C=C1)C=1C(=CC(=NC1)N)Cl